N-((1S)-(6-((5,5-difluoro-2-oxopiperidin-3-yl)methyl)-7-(dimethylamino)imidazo[1,2-b]pyridazin-2-yl)(4,4-difluorocyclohexyl)methyl)-1-ethyl-1H-pyrazole-5-carboxamide FC1(CC(C(NC1)=O)CC=1C(=CC=2N(N1)C=C(N2)[C@@H](NC(=O)C2=CC=NN2CC)C2CCC(CC2)(F)F)N(C)C)F